COC1=CC(=C(C(=O)OC2=CC=C(C=C2)C(=O)OC2=CC=C(C=C2)[N+](=O)[O-])C=C1)OC[C@@H](CC)C 4-((4-nitrophenoxy)carbonyl)phenyl (R)-4-methoxy-2-(2-methylbutoxy)benzoate